4-(3-(1-(cyclopropylmethyl)-1H-pyrazol-4-yl)-6-(3,5-dimethylisoxazol-4-yl)-1H-pyrrolo[3,2-b]pyridin-1-yl)-3,5-diethoxybenzoic acid C1(CC1)CN1N=CC(=C1)C1=CN(C=2C1=NC=C(C2)C=2C(=NOC2C)C)C2=C(C=C(C(=O)O)C=C2OCC)OCC